BrC1=C(C=C2C3(C(NC2=C1)=O)CCCC3)C(=O)O 6'-bromo-2'-oxospiro[cyclopentane-1,3'-indoline]-5'-carboxylic acid